(S)-3-amino-3-(2-methylbiphenyl-3-yl)propionic acid ethyl ester C(C)OC(C[C@@H](C=1C(=C(C=CC1)C1=CC=CC=C1)C)N)=O